(2S,4S)-1-(t-butoxycarbonyl)-4-(methoxymethyl)-pyrrolidine-2-carboxylic acid monohydrate O.C(C)(C)(C)OC(=O)N1[C@@H](C[C@@H](C1)COC)C(=O)O